S1C(=CC=C1)C(=O)N thiolamide